O1COC=2C1=CC=1C(N=CC1C2)=O Dioxolo[4,5-f]Isoindol-7-one